BrC=1C(=NC(=NC1)N1N=C(C=C1C)C)NC1=CC2=C(N(C(N2CCC(C)(C)O)=O)C)C=C1 5-((5-bromo-2-(3,5-dimethyl-1H-pyrazol-1-yl)pyrimidin-4-yl)amino)-3-(3-hydroxy-3-methylbutyl)-1-methyl-1,3-dihydro-2H-benzo[d]imidazol-2-one